O1OOC(C1)C(=O)O trioxolanecarboxylic acid